B(O)(O)C=1C=C(C[C@@H](N)C(=O)O)C=CC1 D-m-boronophenylalanine